ClC=1C=NC(=NC1)OC1=CC=CC2=C1N(C(S2)=O)CCN2N=C(C=C2)C(F)(F)F 4-[(5-Chloropyrimidine-2-yl)oxy]-3-{2-[3-(trifluoromethyl)-1H-pyrazole-1-yl]ethyl}benzo[d]thiazole-2(3H)-On